B([O-])([O-])[O-].C1(CCCCC1)[Sn+2]C1CCCCC1.B([O-])([O-])[O-].C1(CCCCC1)[Sn+2]C1CCCCC1.C1(CCCCC1)[Sn+2]C1CCCCC1 dicyclohexyltin borate